CC1=CC(=NN1CC(=O)N1CCC(CC1)C=1SC=2C(N1)=CCCC2)C(F)(F)F 2-(1-(2-(5-methyl-3-trifluoromethyl-1H-pyrazol-1-yl)acetyl)piperidin-4-yl)-5,6-dihydrobenzo[d]thiazole